COC(C1=C(N=C(C(=C1)Br)Cl)NC(C)(C)C)=O.CC1=NC(=CC(=N1)NC1=NC=C(C(=O)NOCC)C(=C1)NC1=C(C=C(C=C1)C#C)NS(=O)(=O)C)C 6-((2,6-dimethylpyrimidin-4-yl)amino)-N-ethoxy-4-((4-ethynyl-2-(N-methylsulfonylamino)phenyl)amino)nicotinamide Methyl-5-bromo-2-(tert-butylamino)-6-chloronicotinate